9-(3-fluoro-4-(1-methyl-4-(trifluoromethyl)-1H-imidazol-2-yl)benzyl)-2-(2-isopropylphenyl)-7-methyl-7,9-dihydro-8H-purin-8-imine FC=1C=C(CN2C3=NC(=NC=C3N(C2=N)C)C2=C(C=CC=C2)C(C)C)C=CC1C=1N(C=C(N1)C(F)(F)F)C